5-(2'-Methoxy-4'-methyl-3,4,5,6-tetrahydro-2H-[1,3']bipyridinyl-4-yl)-2-methyl-7-[(R)-1-(2-trifluoromethyl-phenyl)-ethyl]-2,4,5,7-tetrahydro-pyrazolo[3,4-d]pyrimidin-6-on COC1=NC=CC(=C1N1CCC(CC1)N1C(N(C=2C(C1)=CN(N2)C)[C@H](C)C2=C(C=CC=C2)C(F)(F)F)=O)C